ClC1=NC(=C2C(=N1)N(N=C2CC)CC)NCC2=CC=C(C=C2)F 6-chloro-1,3-diethyl-N-[(4-fluorophenyl)methyl]-1H-pyrazolo[3,4-d]pyrimidin-4-amine